dodecyl-6-methoxybenzoxazole C(CCCCCCCCCCC)C=1OC2=C(N1)C=CC(=C2)OC